6-(2-hydroxy-2-methylpropoxy)-4-(6-(6-(pyrimidine-5-carbonyl)-3,6-diazabicyclo[3.1.1]heptan-3-yl)pyridin-3-yl)pyrazolo[1,5-a]pyridine-3-carbonitrile OC(COC=1C=C(C=2N(C1)N=CC2C#N)C=2C=NC(=CC2)N2CC1N(C(C2)C1)C(=O)C=1C=NC=NC1)(C)C